1-(methoxymethyl)-1,1a,2,6b-tetrahydrocyclopropa[b]indole COCC1C2NC=3C=CC=CC3C21